S(=O)(=O)(O)C1C(=O)N(C(C1)=O)OC(CCCN1C(C=CC1=O)=O)=O sulfo-N-maleimidobutyryl-oxysuccinimide